(S)-6-allyl-2-((4-((2-hydroxy-1-phenylethyl)amino)-5-(5-(pyridin-2-yl)-1,3,4-oxadiazol-2-yl)pyridin-2-yl)amino)-7,7-dimethyl-6,7-dihydro-5H-pyrrolo[3,4-b]pyridin-5-one C(C=C)N1C(C2=NC(=CC=C2C1=O)NC1=NC=C(C(=C1)N[C@H](CO)C1=CC=CC=C1)C=1OC(=NN1)C1=NC=CC=C1)(C)C